C(C)C1=C(C=CC(=C1)N1C(CN(CC1)C)=O)NC1=NC=C(C=N1)C(F)(F)F 2-((2-ethyl-4-(4-methyl-2-oxopiperazin-1-yl)phenyl)amino)-5-(trifluoromethyl)pyrimidine